NCC1=CC(=CC(=N1)N1[C@H](CN(CC1)C(=O)C1=C(C=C(C=C1)F)Cl)C)S(=O)(=O)CC(C)(C)C [(3S)-4-[6-(aminomethyl)-4-(2,2-dimethylpropylsulfonyl)-2-pyridyl]-3-methyl-piperazin-1-yl]-(2-chloro-4-fluoro-phenyl)methanone